5-(pyridin-4-yl)-2-{5-[(2,2,6,6-tetramethylpiperidin-4-yl)amino]pyrazin-2-yl}phenol N1=CC=C(C=C1)C=1C=CC(=C(C1)O)C1=NC=C(N=C1)NC1CC(NC(C1)(C)C)(C)C